ClC1=NC=C2C(=C(C=NC2=C1F)[N+](=O)[O-])O 7-chloro-8-fluoro-3-nitro-1,6-naphthyridin-4-ol